(S)-2-(3-(3-oxohexahydroimidazo[1,5-a]pyrazin-2(3H)-yl)bicyclo[1.1.1]pentan-1-yl)acetonitrile O=C1N(C[C@H]2N1CCNC2)C21CC(C2)(C1)CC#N